C(C)(C)(C)OC(=O)N(C1=CC(=NC=2N1N=CC2C(C)C)NC[C@@H]2[C@H](CN(CC2)C(=O)OC(C)(C)C)O)CC=2SC=C(N2)C2CC2 tert-butyl (3R,4R)-4-(((7-((tert-butoxycarbonyl) ((4-cyclopropyl thiazol-2-yl) methyl) amino)-3-isopropylpyrazolo[1,5-a]pyrimidin-5-yl) amino) methyl)-3-hydroxypiperidine-1-carboxylate